ClC1=C(/C=C/S(=O)(C2=NC=CC=C2OC)=N)C=CC=C1 (E)-(2-chlorostyryl)(imino)(3-methoxypyridin-2-yl)-λ6-sulfanone